tert-butyl (2s,4r)-2-hydroxy-2-vinyl-6-azaspiro[3.5]nonane-6-carboxylate OC1(CC2(C1)CN(CCC2)C(=O)OC(C)(C)C)C=C